3-[4-(2,6-diazaspiro[3.3]hept-2-yl)phenyl]piperidine-2,6-dione TFA salt OC(=O)C(F)(F)F.C1N(CC12CNC2)C2=CC=C(C=C2)C2C(NC(CC2)=O)=O